N-(4-amino-1-((2-(trimethylsilyl)ethoxy)methyl)-1H-pyrazolo[4,3-c]pyridin-7-yl)-2-((2R,5S)-5-methyl-2-(4-(4-methylpiperazin-1-yl)phenyl)piperidin-1-yl)-2-oxoacetamide NC1=NC=C(C2=C1C=NN2COCC[Si](C)(C)C)NC(C(=O)N2[C@H](CC[C@@H](C2)C)C2=CC=C(C=C2)N2CCN(CC2)C)=O